C(#N)C1=C(C(=C2C=NN(C2=C1)C1OCCCC1)B(O)O)C1CC1 (6-cyano-5-cyclopropyl-1-(tetrahydro-2H-pyran-2-yl)-1H-indazol-4-yl)boronic acid